ClC1=CC=C(C(=N1)C=1C=C2CN(C(C2=CC1)=O)C)NC(C)C=1C=C(C=C2C(N3CCCN4N=CC(C12)=C43)=O)C 10-(1-((6-chloro-2-(2-methyl-1-oxoisoindolin-5-yl)pyridin-3-yl)amino)ethyl)-8-methyl-4,5-dihydro-3H,6H-2,2a,5a-triazaaceanthrylen-6-one